butyl 3-(2-aminoethoxy)propanoate NCCOCCC(=O)OCCCC